C1(CC1)C(=O)C=1N=C2N(N1)[C@@H](C[C@@H]2F)C2=CC(=CC=C2)Cl cyclopropyl-((5S,7S)-5-(3-chlorophenyl)-7-fluoro-6,7-dihydro-5H-pyrrolo[1,2-b][1,2,4]triazol-2-yl)methanone